C(C)(C)(C)N(C(O)=O)C(C(=O)N1CCN(CC1)C(=O)C1=CC=CC2=CC=CC=C12)CCCCN.OCCNC(CCCCCCCCCCCCC)=O N-(2-hydroxyethyl)tetradecanamide tert-Butyl-(1-(4-(1-naphthoyl)piperazin-1-yl)-6-amino-1-oxohexan-2-yl)carbamate